C1(CC1)C#CC=1C=C2CC[C@H](C2=CC1)NC(=O)C1=CC=NN1C (R)-N-(5-(cyclopropylethynyl)-2,3-dihydro-1H-inden-1-yl)-1-methyl-1H-pyrazole-5-carboxamide